Hexadec-12-ene CCCCCCCCCCCC=CCCC